BrC=1C=CC=C2N=C(C(NC12)=O)C(=O)O 8-bromo-1H-quinoxaline-2-onecarboxylic acid